(2S,3S,4S)-5-chloro-6-fluoro-3-methyl-2-phenyl-2-(pyrrolidin-2-yl)-2,3-dihydrobenzofuran ClC=1C(=CC2=C([C@@H]([C@@](O2)(C2NCCC2)C2=CC=CC=C2)C)C1)F